2,2'-[(octahydro-4,7-methano-1H-indenediyl)bis-(methyleneoxy-methylene)]dioxirane C1(CCC2C3CCC(C12)C3)(COCC3OC3)COCC3OC3